O(C1=CC=CC=C1)C1=CC(=NC=C1)N1CCC(CC1)NC(=S)NC=1C=NC=CC1 1-(1-(4-Phenoxypyridin-2-yl)piperidin-4-yl)-3-(pyridin-3-yl)thiourea